P(=O)(OC1=C(C=C(C=C1)C(C)(C)C)C(C)(C)C)([O-])[O-] (2,4-di-tert.-butyl phenyl) phosphate